(R)-3-((s)-6-chloro-5H-imidazo[5,1-a]isoindol-5-yl)tetrahydro-2H-pyran-4-ol ClC1=C2[C@@H](N3C(C2=CC=C1)=CN=C3)[C@@H]3COCCC3O